1,5-dimethyl-4-(4,4,5,5-tetramethyl-1,3,2-dioxaborolan-2-yl)pyrazole tert-butyl-N-[(3R)-1-(5-amino-2-methyl-indazol-4-yl)pyrrolidin-3-yl]carbamate C(C)(C)(C)OC(N[C@H]1CN(CC1)C=1C2=CN(N=C2C=CC1N)C)=O.CN1N=CC(=C1C)B1OC(C(O1)(C)C)(C)C